O1CCC2=C1C=CC(=C2)CC(=O)NC=2C=CC1=C(S(C=C1)(=O)=O)C2 2-(2,3-dihydrobenzofuran-5-yl)-N-(1,1-dioxidobenzo[b]thiophen-6-yl)acetamide